P([O-])([O-])([O-])=S.[Li+].[Li+].[Li+] lithium monothiophosphoric acid salt